4-chloro-2-(3,5-diisopropyl-1H-pyrazol-1-yl)-6-methylpyridine ClC1=CC(=NC(=C1)C)N1N=C(C=C1C(C)C)C(C)C